(Z)-3-hexen-3-ylphosphine CC/C(=C/CC)/P